methyl (S)-7-((S)-2-((tert-butoxycarbonyl)amino)-3,3-dimethylbutanoyl)-2,2-difluoro-7-azaspiro[3.5]nonane-6-carboxylate C(C)(C)(C)OC(=O)N[C@H](C(=O)N1[C@@H](CC2(CC(C2)(F)F)CC1)C(=O)OC)C(C)(C)C